6-chloro-7-methoxy-4-[(1,3-oxazol-2-yl)methyl]-3,4-dihydro-2H-1,4-benzoxazine-8-carboxylic acid ClC=1C(=C(C2=C(N(CCO2)CC=2OC=CN2)C1)C(=O)O)OC